2-(4-fluoro-5-((R and S)-1-(((R)-((R)-7-fluoro-1,2,3,4-tetrahydropyrido[2,3-b]pyrazin-3-yl)(phenyl)methyl)amino)propan-2-yl)-2-methylphenyl)acetic acid FC1=CC(=C(C=C1[C@H](CN[C@H](C1=CC=CC=C1)[C@H]1CNC2=C(N1)N=CC(=C2)F)C)CC(=O)O)C |&1:7|